CN1C(=CC=2C1=NC(=CC2)OC2CCC1(CN(C1)C(=O)C1CC(C1)(C)O)CC2)C (7-((1,2-Dimethyl-1H-pyrrolo[2,3-b]pyridin-6-yl)oxy)-2-azaspiro[3.5]nonan-2-yl)((1s,3s)-3-hydroxy-3-methylcyclobutyl)methanone